[Si](C)(C)(C(C)(C)C)OCCN1C=C(N=C(C1=O)OC)C(=O)OCC ethyl 4-(2-((tert-butyldimethylsilyl)oxy)ethyl)-6-methoxy-5-oxo-4,5-dihydropyrazine-2-carboxylate